C(CC)N1C(=NC2=C1C=C(C(=C2)NC=2SC(=NN2)C2=CC(=C(C(=C2)OC)OC)OC)F)C2=CC(=CC=C2)F N-(1-n-propyl-6-fluoro-2-(3-fluorophenyl)-5-benzimidazolyl)-5-(3,4,5-trimethoxyphenyl)-1,3,4-thiadiazol-2-amine